5,6,7,8-tetrahydroisoquinolin-1-amine C1(=NC=CC=2CCCCC12)N